methyl 3-amino-4-bromo-6-chloropyridine-2-carboxylate NC=1C(=NC(=CC1Br)Cl)C(=O)OC